tert-Butyl (E)-(3-(3-amino-2-((4-((2-amino-4-carbamoyl-6-methoxyphenyl)amino)but-2-en-1-yl)amino)-5-carbamoylphenoxy)propyl)carbamate NC=1C(=C(OCCCNC(OC(C)(C)C)=O)C=C(C1)C(N)=O)NC\C=C\CNC1=C(C=C(C=C1OC)C(N)=O)N